isobutyric acid 3-(2-(diisopropylamino) ethyl)-1H-indol-7-yl ester C(C)(C)N(CCC1=CNC2=C(C=CC=C12)OC(C(C)C)=O)C(C)C